(1-(3-(azidomethyl)benzyl)-1H-1,2,3-triazol-4-yl)methanol N(=[N+]=[N-])CC=1C=C(CN2N=NC(=C2)CO)C=CC1